6-methoxy-4-phenylquinolin-2(1H)-one COC=1C=C2C(=CC(NC2=CC1)=O)C1=CC=CC=C1